NC=1C(C2=CC=C(C=C2C(C1Cl)=O)Cl)=O 2-amino-3,6-dichloro-1,4-naphthoquinone